3-formylphenyl borate methyl-iminodiacetate COC(CNCC(=O)O)=O.B(OC1=CC(=CC=C1)C=O)(O)O